NC(C(=O)O)(CCCCB(O)O)CNC1CCOCC1 2-amino-6-borono-2-((tetrahydro-2H-pyran-4-ylamino)methyl)hexanoic acid